CN(C1(CCC2(CN(C(N2CCO)=O)C=2C=NC(=NC2)C#N)CC1)C1=CC=CC=C1)C 5-[8-dimethylamino-1-(2-hydroxy-ethyl)-2-oxo-8-phenyl-1,3-diazaspiro[4.5]decan-3-yl]-pyrimidine-2-carbonitrile